CO[Si](C1=CC=C(C=C1)O)(OC)OC 4-(trimethoxysilyl)phenol